(R)-4-(4-(azepan-4-yloxy)pyrazolo[1,5-a]pyrazin-6-yl)-2-methylthiazole N1CC[C@@H](CCC1)OC=1C=2N(C=C(N1)C=1N=C(SC1)C)N=CC2